(S)-quinuclidin-3-yl (5-(2,4-dipropoxyphenyl)-2,2-dimethyl-2,3-dihydro-1H-inden-1-yl)carbamate C(CC)OC1=C(C=CC(=C1)OCCC)C=1C=C2CC(C(C2=CC1)NC(O[C@@H]1CN2CCC1CC2)=O)(C)C